nitrogen oxygen water O.[O].[N]